BrC1=NN(C=C1CC=1N=C2N(C=C(N=C2)COC2CC2)C1)C 2-((3-bromo-1-methyl-1H-pyrazol-4-yl)methyl)-6-(cyclopropoxymethyl)imidazo[1,2-a]pyrazine